CN1CC2(CN(C2)C2=CC=C(C#N)C=C2)CC1=O 4-{6-methyl-7-oxo-2,6-diazaspiro[3.4]oct-2-yl}benzonitrile